2-(Hydroxymethyl)-6,6-dimethyl-6a,7,10,10a-tetrahydrobenzo[c]chromen-1-ol OCC1=C(C=2C3C(C(OC2C=C1)(C)C)CC=CC3)O